COC=1C=C2CCN(CC2=CC1NC1=NC=C2C(=N1)N(N=C2)[C@@H]2C[C@H](CC2)C(=O)OC)C |r| methyl rac-(1S,3S)-3-(6-((6-methoxy-2-methyl-1,2,3,4-tetrahydroisoquinolin-7-yl)amino)-1H-pyrazolo[3,4-d]pyrimidin-1-yl)cyclopentane-1-carboxylate